C[Ti](NCCCCCCCCCCCCCCCCCC)(C1(C(=C(C(=C1)C)C)C)C)[SiH2]C1=CC=CC=C1 methylphenylsilyl-(tetramethylcyclopentadienyl)(n-octadecylamino)titanium